C(#N)C1=CC=C(C=C1)N1N=C(C(C1=O)C(=O)OC1=CC=C(C=C1)[N+](=O)[O-])C 4-nitrophenyl 1-(4-cyanophenyl)-3-methyl-5-oxo-4,5-dihydro-1H-pyrazole-4-carboxylate